N-[(2S,3R)-2-[([1,1'-biphenyl]-3-yl)methyl]-4,4-difluoro-1-(oxetane-2-carbonyl)pyrrolidin-3-yl]methanesulfonamide C1(=CC(=CC=C1)C[C@@H]1N(CC([C@@H]1NS(=O)(=O)C)(F)F)C(=O)C1OCC1)C1=CC=CC=C1